2-((((2-(diethylamino)ethyl)carbamoyl)oxy)methyl)-7-(nonan-5-yloxy)-7-oxoheptyl (9Z,12Z)-octadeca-9,12-dienoate C(CCCCCCC\C=C/C\C=C/CCCCC)(=O)OCC(CCCCC(=O)OC(CCCC)CCCC)COC(NCCN(CC)CC)=O